3-PHENYL-1H-PYRROLO[2,3-B]PYRIDINE-5-BORONIC ACID C1(=CC=CC=C1)C1=CNC2=NC=C(C=C21)B(O)O